OCC(C1=NC=CC=C1)NC(=O)C=1C=NC2=C(C=C(C=C2C1)OC)OC1=CC=C(C=C1)C(F)(F)F N-(2-Hydroxy-1-(pyridin-2-yl)ethyl)-6-methoxy-8-(4-(trifluoromethyl)phenoxy)quinoline-3-carboxamide